1-(5-{8-chloro-[1,2,4]triazolo[1,5-a]1,6-naphthyridin-4-yl}-4-methylpyridin-2-yl)butan-1-one ClC1=NC=C2C=C(C=3N(C2=C1)N=CN3)C=3C(=CC(=NC3)C(CCC)=O)C